C(#N)C=1C=CC(=NC1)N1CCN(CC1)C1=CC=C(C=C1)NC(C1=CC=C(C=C1)OCF)=O N-[4-[4-(5-Cyanopyridin-2-yl)piperazin-1-yl]phenyl]-4-(fluoromethoxy)benzamid